O[C@@H]1[C@@H](O)[C@@H](O)[C@@H](O)[C@@H](O1)CO β-L-allopyranose